(R)-1-(2-methyl-3-(difluoromethyl)phenyl)ethan-1-amine hydrochloride Cl.CC1=C(C=CC=C1C(F)F)[C@@H](C)N